Cl.C=O methanone, monohydrochloride